C(C)[Mg]CCCC ethyl-normal butyl-magnesium